C(C)(C)(C)NC(NC=1C=C2N=CC(N(C2=CC1)C(C)C1=CC(=CC=C1)C1CCC1)=O)=O 3-tert-butyl-1-{1-[1-(3-cyclobutylphenyl)ethyl]-2-oxoquinoxalin-6-yl}urea